tertiary-butyloxycarbonyl-1-[125I]iodotyrosine C(C)(C)(C)OC(=O)N[C@@H](CC1(CC=C(C=C1)O)[125I])C(=O)O